allenyl-tributylstannane C(=C=C)[Sn](CCCC)(CCCC)CCCC